C(C)(C)C1=CC=C(C(=O)C2(CNC2)C)C=C1 3-(4-Isopropyl-benzoyl)-3-methyl-azetidine